5-ethyl-2,5-norbornadiene C(C)C=1C2C=CC(C1)C2